COC1=CC=C(C=C1)C1=NC(=NC=C1)N 4-(4-methoxyphenyl)pyrimidine-2-amine